BrC1=C(C(=CC2=C1C[C@](O2)(C2=CC=CC=C2)CNC(OC(C)(C)C)=O)F)Cl tertbutyl (S)-((4-bromo-5-chloro-6-fluoro-2-phenyl-2,3-dihydrobenzofuran-2-yl)methyl)carbamate